biotin phosphonamidate P(O)(=O)N.OC(=O)CCCC[C@@H]1SC[C@@H]2NC(=O)N[C@H]12